3-(3-(trifluoromethyl)-3H-diazirin-3-yl)benzoic acid FC(C1(N=N1)C=1C=C(C(=O)O)C=CC1)(F)F